(S)-quinuclidin-3-yl((R)-5-(4-isopropoxy-2-methylphenyl)-2,2-dimethyl-2,3-dihydro-1H-inden-1-yl)carbamate N12C[C@H](C(CC1)CC2)OC(N[C@@H]2C(CC1=CC(=CC=C21)C2=C(C=C(C=C2)OC(C)C)C)(C)C)=O